Bis(p-chlorophenyl)methylene(cyclopentadienyl)(2,7-dimethyl-3,6-di-t-butylfluorenyl)zirconium dichloride [Cl-].[Cl-].ClC1=CC=C(C=C1)C(=[Zr+2](C1=C(C(=CC=2C3=CC(=C(C=C3CC12)C)C(C)(C)C)C(C)(C)C)C)C1C=CC=C1)C1=CC=C(C=C1)Cl